7-chloro-6-fluoro-4-oxo-1-(propan-2-yl)-1,4-dihydro-1,8-naphthyridine-3-carboxylic acid ClC1=C(C=C2C(C(=CN(C2=N1)C(C)C)C(=O)O)=O)F